CN1CC(CC1C1=CC=CC=C1)C1=NC=2N(C(=C1)N1CCOCC1)N=C(C2)C2=CC=NC=C2 4-(5-(1-methyl-5-phenylpyrrolidin-3-yl)-2-(pyridin-4-yl)pyrazolo[1,5-a]pyrimidin-7-yl)morpholine